2-propenoic acid, 2-methyl-2-[[[(3',6'-dihydroxy-3-oxospiro[isobenzofuran-1(3H),9'-[9H]xanthen]-5-yl)amino]thioxomethyl]amino]ethyl ester C(C=C)(=O)OCC(NC(=S)NC=1C=C2C(OC3(C4=CC=C(C=C4OC=4C=C(C=CC34)O)O)C2=CC1)=O)C